methyl (S)-5-(2-methoxy-1-nitro-2-oxoethylidene)pyrrolidine-2-carboxylate COC(C([N+](=O)[O-])=C1CC[C@H](N1)C(=O)OC)=O